C(CCCC=CC)(=O)[O-] Hept-5-enoate